C1(CCCC1)CC(=O)NC1=C(C=C(C=C1C)CNC1=CC(=CC=C1)F)C 2-Cyclopentyl-N-{4-[(3-fluoro-phenylamino)-methyl]-2,6-dimethyl-phenyl}-acetamide